(2-amino-2-oxoethyl)-7-(4-benzoyl-2,6-dimethylphenoxy)-4-hydroxy-1-methoxyisoquinoline-3-carboxamide NC(CC1=C2C(=C(N=C(C2=CC(=C1)OC1=C(C=C(C=C1C)C(C1=CC=CC=C1)=O)C)OC)C(=O)N)O)=O